5-Methyl-2-[[5-(3-nitrophenyl)-2-furanyl]methylene]-3(2H)-benzofuranone CC=1C=CC2=C(C(C(O2)=CC=2OC(=CC2)C2=CC(=CC=C2)[N+](=O)[O-])=O)C1